ClC1=C(C=CC(=C1F)OC1(CC1)C)[N+](=O)[O-] 2-chloro-3-fluoro-4-(1-methylcyclopropoxy)-1-nitrobenzene